C1(CCCC1)N1C(C(=CC2=C1N=C(N=C2)NC2CCN(CC2)S(=O)(=O)C2=NN(C=C2)C)C#N)=O 8-cyclopentyl-2-((1-((1-methyl-1H-pyrazol-3-yl)sulfonyl)piperidin-4-yl)amino)-7-oxo-7,8-dihydropyrido[2,3-d]pyrimidine-6-carbonitrile